C(C)(C)C1=NC(=CC=C1C=1C=C(C(N(C1)C)=O)C)N1CCN(CC1)CC1=NC=C(C=N1)N1CCNCC1 5-[2-isopropyl-6-[4-[(5-piperazin-1-ylpyrimidin-2-yl)methyl]piperazin-1-yl]-3-pyridyl]-1,3-dimethyl-pyridin-2-one